C1=CCC=CCCC=CCC1 1,4,8-Cycloundecatriene